BrC=1C(C2=CC(=CC=C2C1C=1N=CSC1C)OCCOC1=CC(=C(C=C1)OC)OC)=O 2-bromo-6-(2-(3,4-dimethoxyphenoxy)ethoxy)-3-(5-methylthiazol-4-yl)-1H-inden-1-one